1-((1-Cyanopyrrolidin-3-yl)methyl)-3-(2,4-dichlorophenyl)urea C(#N)N1CC(CC1)CNC(=O)NC1=C(C=C(C=C1)Cl)Cl